Cl.C1(CC1)C1=CC=C2C=C(NC2=C1)C(=O)NC[C@H](CCCN)N (S)-6-cyclopropyl-N-(2,5-diaminopentyl)-1H-indole-2-carboxamide hydrochloride